C(C)(C)(C)OC(=O)N[C@H](C(=O)OC(C)(C)C)[C@@H]1CC(CCC1)=O tert-butyl (S)-2-((tert-butoxycarbonyl)amino)-2-((S)-3-oxocyclohexyl)acetate